NC1=C(N=CN1C(=O)NC(C)(C)C)C(=O)N 5-amino-N1-(tert-butyl)-1H-imidazole-1,4-dicarboxamide